1-(propan-2-yl)-5-(3-{[1,2,4]triazolo[4,3-a]pyridin-6-yl}-1,2,4-oxadiazol-5-yl)-1H-1,2,3-benzotriazole CC(C)N1N=NC2=C1C=CC(=C2)C2=NC(=NO2)C=2C=CC=1N(C2)C=NN1